COC1=CC=C(C=C1)NC(=O)C1=CC2=C(S1)C=CC=C2C=2C=C1C(=NC2)NC=C1 N-(4-methoxyphenyl)-4-(1H-pyrrolo[2,3-b]pyridin-5-yl)benzo[b]thiophene-2-carboxamide